3-(5-((4-(4-amino-3-(4-phenoxyphenyl)-1H-pyrazolo[3,4-d]pyrimidin-1-yl)piperidin-1-yl)methyl)-6-fluoro-1-oxoisoindolin-2-yl)piperidine-2,6-dione NC1=C2C(=NC=N1)N(N=C2C2=CC=C(C=C2)OC2=CC=CC=C2)C2CCN(CC2)CC=2C=C1CN(C(C1=CC2F)=O)C2C(NC(CC2)=O)=O